ClC1=CC=C(C=C1)C=1N(C(N(C1)CC1=NN(C(=N1)[C@H](C)O)C1=C(C=C(C=C1)F)F)=O)C[C@@H](C(F)(F)F)O 4-(4-chlorophenyl)-1-((1-(2,4-difluorophenyl)-5-((S)-1-hydroxyethyl)-1H-1,2,4-triazol-3-yl)methyl)-3-((S)-3,3,3-trifluoro-2-hydroxypropyl)-1,3-dihydro-2H-imidazol-2-one